C1(CC1)C=1C=2N(N=C(C1)C=1C(NC(NC1)=O)=O)C=C(N2)C=2C=NC=CC2 5-(8-cyclopropyl-2-(pyridin-3-yl)imidazo[1,2-b]pyridazin-6-yl)pyrimidine-2,4(1H,3H)-dione